tert-butyl N-[(2R,3S)-2-(2,5-difluorophenyl)-5-morpholino-3,4-dihydro-2H-pyran-3-yl]carbamate FC1=C(C=C(C=C1)F)[C@H]1OC=C(C[C@@H]1NC(OC(C)(C)C)=O)N1CCOCC1